COC(NCCN1C2=C(OCC1=O)C=C(C=C2)NC2=CC=C(C=C2)N2CCC(CC2)C(F)(F)F)=O methyl(2-(3-oxo-7-((4-(4-(trifluoromethyl) piperidin-1-yl)phenyl)amino)-2,3-dihydro-4H-benzo[b][1,4]oxazin-4-yl)ethyl)carbamate